COC=1C=C2C(=CC=NC2=CC1OC)OC1=CC=C(C=N1)N1C(N(CC1=O)C=1C=NC=C(C1)C(F)(F)F)=O 3-{6-[(6,7-dimethoxy-4-quinolinyl)oxy]-3-pyridinyl}-1-[5-(trifluoromethyl)-3-pyridinyl]-2,4-imidazolidinedione